[Si](F)(F)(F)F silicic acid, fluoride